N(=[N+]=[N-])C1CC(C1)OC 1-azido-3-methoxycyclobutane